(2S)-2-[[(2S)-2-amino-4-[5-[bis(2-chloroethyl)amino]-1-methyl-benzimidazol-2-yl]butanoyl]amino]-4-methyl-pentanoic acid methyl ester COC([C@H](CC(C)C)NC([C@H](CCC1=NC2=C(N1C)C=CC(=C2)N(CCCl)CCCl)N)=O)=O